CN1C(=C(C2=C1N=CN=C2N)C2=CC=C(C=C2)OC2=NC=CC(=N2)C)C=2C=CC1=C(NC(=N1)C=C)C2 7-methyl-5-(4-((4-methylpyrimidin-2-yl)oxy)phenyl)-6-(2-vinyl-1H-benzo[d]imidazol-6-yl)-7H-pyrrolo[2,3-d]pyrimidin-4-amine